C1=C(C=CC2=CC=CC=C12)C=1OC(=CC1)C1=CC=CC=C1 2-(2-naphthyl)-5-phenylfuran